(+)-7-Fluoro-4-((5-(5-fluoro-3-hydroxy-3-methyl-2-oxoindolin-1-yl)pyridin-3-yl)methyl)phthalazin-1(2H)-one FC1=CC=C2C(=NNC(C2=C1)=O)CC=1C=NC=C(C1)N1C(C(C2=CC(=CC=C12)F)(C)O)=O